(S)-1,4-dibromobutane-2-ol BrC[C@H](CCBr)O